[N+](=O)([O-])C1=C2CN(C(C2=CC=C1)=O)C1C(NC(CC1)=O)=O 3-(4-nitro-1-oxo-1,3-dihydro-2H-isoindol-2-yl)piperidine-2,6-dione